tert-Butyl 3-(2-formyl-1,4-dimethyl-1H-imidazole-5-carboxamido)azetidine-1-carboxylate C(=O)C=1N(C(=C(N1)C)C(=O)NC1CN(C1)C(=O)OC(C)(C)C)C